2-(2-(ethylsulfonyl)-7-(4-(1,1,2,2-tetrafluoroethoxy)phenyl)pyrazolo[1,5-a]pyrimidin-3-yl)-3-methyl-6-(trifluoromethyl)-3H-imidazo[4,5-b]pyridine C(C)S(=O)(=O)C1=NN2C(N=CC=C2C2=CC=C(C=C2)OC(C(F)F)(F)F)=C1C1=NC=2C(=NC=C(C2)C(F)(F)F)N1C